C(=O)(OC(C)(C)C)N1[C@@H]2CN[C@H](C1)C2 (1S,4S)-(-)-2-Boc-2,5-diazabicyclo-[2.2.1]heptane